Calcium bisulfat S([O-])(O)(=O)=O.[Ca+2].S([O-])(O)(=O)=O